OC1(CC(C1)C(=O)N1CC2(C1)CC(C2)CC2=C(C(=CC=C2)C)C(F)(F)F)C ((1s,3s)-3-hydroxy-3-methylcyclobutyl)(6-(3-methyl-2-(trifluoromethyl)benzyl)-2-azaspiro[3.3]hept-2-yl)methanone